N-1H-1,2,4-TRIAZOL-3-YLTHIOUREA N1N=C(N=C1)NC(=S)N